[O-]CCCC.C(C(C)C)[Al+]CC(C)C diisobutyl-aluminum n-butoxide